O=C1NC(CCC1N1C(C2=CC=C(C=C2C1=O)CN1CCC(CC1)C=1N=CC2=C(N1)SC=C2)=O)=O 2-(2,6-dioxopiperidin-3-yl)-5-((4-(thieno[2,3-d]pyrimidin-2-yl)piperidin-1-yl)methyl)isoindoline-1,3-dione